N[C@@H]1CN(CC[C@H]1F)C1=NC2=C(N1CC(=O)N(CC(F)(F)F)C1CC1)C=C(C=C2)F 2-(2-((3R,4R)-3-amino-4-fluoropiperidin-1-yl)-6-fluoro-1H-benzo[d]imidazol-1-yl)-N-cyclopropyl-N-(2,2,2-trifluoroethyl)acetamide